C(C)(C)(C)OC(=O)N1[C@@H](C[C@H](C1)C(F)(F)F)CO (2S,4R)-2-(hydroxymethyl)-4-(trifluoromethyl)pyrrolidine-1-carboxylic acid tert-butyl ester